N1=C(C=CC=C1)C(C)=S pyridyl-1-ethanethione